COC=CC(=C)O[Si](C)(C)C 1-methoxy-3-(trimethylsiloxy)-butadiene